C1(CC1)C1=CC(=CC(=N1)NC(=O)C=1C(N(C=C(C1)CNCC(C)C)C)=O)C1=C(C=C(C=C1)OC(F)F)C(=O)N1CC(C1)(F)F N-[6-cyclopropyl-4-[2-(3,3-difluoroazetidine-1-carbonyl)-4-(difluoromethoxy)phenyl]pyridin-2-yl]-1-methyl-5-[(2-methylpropylamino)methyl]-2-oxopyridine-3-carboxamide